N1=CC(=CC=C1)NC(=O)NC=1C=NC=CC1 1,3-bis(3-pyridyl)urea